C(C)N(C(C1=C(C=C(C=C1)N1CCOCC1)OC)=O)CC=1OC(=NN1)C=1SC=CC1 N-ethyl-2-methoxy-4-morpholinyl-N-((5-(thiophen-2-yl)-1,3,4-oxadiazol-2-yl)methyl)benzamide